ClC=1C=NC=C(C1Cl)B1OC(C(O1)(C)C)(C)C 3,4-dichloro-5-(4,4,5,5-tetramethyl-1,3,2-dioxaborolan-2-yl)pyridine